C(C)(C)(C)S(=O)\N=C\C=1C=C(C=NC1OC)C1CN(CCC1(F)F)C(=O)OCC1=CC=CC=C1 benzyl (E)-3-(5-(((tert-butylsulfinyl)imino)methyl)-6-methoxypyridin-3-yl)-4,4-difluoropiperidine-1-carboxylate